Cl.NC1=C(C=C(C(=O)NC=2C(N(C=CC2)C(C(=O)N[C@@H]2C[C@H](NC2)C(=O)OCC)C)=O)C=C1)Cl ethyl (2S,4R)-4-{2-[3-(4-amino-3-chlorobenzamido)-2-oxo-1,2-dihydropyridin-1-yl]propanamido}pyrrolidine-2-carboxylate hydrochloride